dodecadien-1-ol C(=CC=CCCCCCCCC)O